bisethylacrylamine C(C)C=CC(=O)NC(=O)C=CCC